C1(=CC=CC=C1)C1=NN(C(=C1CC1=CC=C(C=C1)S(N)(=O)=O)NC=1C=NC=CC1)C=1SC=C(N1)C(=O)O 2-(3-phenyl-5-(pyridin-3-ylamino)-4-(4-sulfamoylbenzyl)-1H-pyrazol-1-yl)thiazole-4-carboxylic acid